C(C)(C)(C)OC(=O)N1CCC(CC1)N1C(NC2=C1C=CC=C2F)=O 4-(4-fluoro-2-oxo-2,3-dihydro-1H-benzo[d]imidazol-1-yl)piperidine-1-carboxylic acid tert-butyl ester